(R,E)-N-(1-(3,4-dimethoxyphenyl)ethyl)-3-(5-(3-(N,N-dimethylsulfamoyl)phenyl)-1H-pyrrolo[2,3-b]pyridin-3-yl)acrylamide COC=1C=C(C=CC1OC)[C@@H](C)NC(\C=C\C1=CNC2=NC=C(C=C21)C2=CC(=CC=C2)S(N(C)C)(=O)=O)=O